C(\C=C\C)N1C(C2=C(C(=C1)B1OC(C(O1)(C)C)(C)C)C=CN2S(=O)(=O)C2=CC=C(C)C=C2)=O (E)-6-(but-2-en-1-yl)-4-(4,4,5,5-tetramethyl-1,3,2-dioxaborolan-2-yl)-1-tosyl-1H-pyrrolo[2,3-c]pyridin-7(6H)-one